butylpyrimidyl phosphate P(=O)(OC1=NC=CC(=N1)CCCC)([O-])[O-]